CCC(=O)NC1=CC(=C(C=C1)Cl)Cl 3,4-dichloropropionanilide